COC=1C=C(C(=O)N)C=C(C1OC)[N+](=O)[O-] 3,4-dimethoxy-5-nitrobenzamide